C(C)(C)(C)OC(=O)N1CCC2(CC1)C(NCCCC2)=O 7-oxo-3,8-diazaspiro[5.6]dodecane-3-carboxylic acid tert-butyl ester